1-(4-(7-chloro-4-(5-chloro-2-methylphenyl)-6-(2-fluoro-6-hydroxyphenyl)-1-phthalazinyl)-1-piperazinyl)-2-propen-1-one ClC1=C(C=C2C(=NN=C(C2=C1)N1CCN(CC1)C(C=C)=O)C1=C(C=CC(=C1)Cl)C)C1=C(C=CC=C1O)F